4-hydroxy-2,6-dimethoxypyrimidine OC1=NC(=NC(=C1)OC)OC